C[C@@H]1N(C[C@H](NC1)C)C1=NC=C(C(=N1)C)S(=O)(=O)C 2-[(2S,5R)-2,5-dimethylpiperazin-1-yl]-5-methanesulfonyl-4-methylpyrimidine